N4-(2-aminophenyl)-N4-methyl-N2-(piperidin-3-yl)-5-(trifluoromethyl)pyrimidine-2,4-diamine NC1=C(C=CC=C1)N(C1=NC(=NC=C1C(F)(F)F)NC1CNCCC1)C